2,2-dimethyl-3,3-diphenyl-4,7,10,13,16-pentaoxa-3-silaoctadecan-18-ol CC(C)([Si](OCCOCCOCCOCCOCCO)(C1=CC=CC=C1)C1=CC=CC=C1)C